N-methoxy-N-methyl-2-(tetrahydropyran-4-yl)acetamide ethyl-3-oxo-6-[5-(trifluoromethyl)-pyridin-2-yl]-2,3-dihydropyridazine-4-carboxylate C(C)OC(=O)C=1C(NN=C(C1)C1=NC=C(C=C1)C(F)(F)F)=O.CON(C(CC1CCOCC1)=O)C